C(C)(C)(C)OC(N(C)C1=NN(C=C1CC1=C(C=CC=C1)C#N)C)=O N-{4-[(2-cyanophenyl)methyl]-1-methylpyrazol-3-yl}-N-methylcarbamic acid tert-butyl ester